3-bromo-4-vinyl-1,1'-biphenyl BrC=1C=C(C=CC1C=C)C1=CC=CC=C1